[N+](=O)([O-])C1=C(C=C(C(=O)OC)C=C1)NC1COCC1=C=O methyl 4-nitro-3-((4-carbonyl Tetrahydrofuran-3-yl)amino)benzoate